tert-butyl 4-(2-(2,3-dichloro-4-formylphenoxy)ethyl)piperazine-1-carboxylate ClC1=C(OCCN2CCN(CC2)C(=O)OC(C)(C)C)C=CC(=C1Cl)C=O